2-Amino-1-propanthiol hydrochlorid Cl.NC(CS)C